6-hydroxy-3,8-diazabicyclo[3.2.1]octane-3,8-dicarboxylate OC1C2CN(CC(C1)N2C(=O)[O-])C(=O)[O-]